O.[OH-].[Li+] lithium hydroxide mono-hydrate